3-(2-(3-(4-benzylpiperazin-1-yl)-2-methylpropyloxy)-7-chloro-8-fluoropyrido[4,3-d]pyrimidin-4-yl)-3,8-diazabicyclo[3.2.1]octane-8-carboxylic acid tert-butyl ester C(C)(C)(C)OC(=O)N1C2CN(CC1CC2)C=2C1=C(N=C(N2)OCC(CN2CCN(CC2)CC2=CC=CC=C2)C)C(=C(N=C1)Cl)F